ClC=1N=C(C2=C(N1)N(C=C2)[C@H]2[C@@H]([C@@H]([C@H](O2)COCP(O)(O)=O)O)O)N(CC2CC2)C2CCCC2 [(2R,3S,4R,5R)-5-[2-chloro-4-[cyclopentyl-(cyclopropylmethyl)-amino]pyrrolo[2,3-d]-pyrimidin-7-yl]-3,4-dihydroxy-tetrahydro-furan-2-yl]methoxy-methylphosphonic acid